ClC=1C(=C2C(=NC1)NC=C2C(=O)C2=C(C=C(C=C2C)OC2=C(C=CC=C2)F)F)N[C@H]2CO[C@@H](CC2)CO (5-chloro-4-(((3R,6S)-6-(hydroxymethyl)tetrahydro-2H-pyran-3-yl)amino)-1H-pyrrolo[2,3-b]pyridin-3-yl)(2-fluoro-4-(2-fluorophenoxy)-6-methylphenyl)methanone